COC1=C(C=CC(=C1)N1CCC(CC1)N1CCOCC1)NC1=NC=NC(=C1)N1OCC[C@@H]1C1=CC=CC=C1 (R)-N-(2-methoxy-4-(4-morpholinopiperidin-1-yl)phenyl)-6-(3-phenylisoxazolidin-2-yl)pyrimidin-4-amine